2-hydroxy-N-methylacetamide OCC(=O)NC